ClC=1C=C(C=CC1F)NC(=O)C1=C(N=CN1C)C1CC2CC(CC2C1)(O)C1=C(C(=NN1CCO)I)F N-(3-chloro-4-fluorophenyl)-4-(5-(4-fluoro-1-(2-hydroxyethyl)-3-iodo-1H-pyrazol-5-yl)-5-hydroxyoctahydropentalen-2-yl)-1-methyl-1H-imidazole-5-carboxamide